FC1=C(C=CC=C1)C1=CC=NC=C1C(=O)[O-] 4-(2-fluorophenyl)nicotinate